N-[4-[(3-Chloro-4-fluorophenyl)amino]-7-[[(3S)-tetrahydro-3-furanyl]oxy]-6-quinazolinyl]-4-(dimethylamino)-2-butenamide ClC=1C=C(C=CC1F)NC1=NC=NC2=CC(=C(C=C12)NC(C=CCN(C)C)=O)O[C@@H]1COCC1